3-methylcyclobutanecarboxylic acid CC1CC(C1)C(=O)O